ON(O)C(CCCCCCCCCCCCCCCCC)CC N,N-dihydroxyethyl-octadecyl-amine